2-(5-(((1S,3S,4R,5R)-4-fluoro-1,8-dimethyl-8-azabicyclo[3.2.1]octan-3-yl)oxy)-1,3,4-thiadiazol-2-yl)-5-(4-methoxy-1,3,5-triazin-2-yl)phenol F[C@H]1[C@H](C[C@@]2(CC[C@H]1N2C)C)OC2=NN=C(S2)C2=C(C=C(C=C2)C2=NC=NC(=N2)OC)O